ClC1=C(C=CC=C1)CC(=O)NC1=CC(=C(C=C1)C=1C=NN(C1)C1COCC1)S(N)(=O)=O 2-(2-Chlorophenyl)-N-{3-sulfamoyl-4-[1-(tetrahydrofuran-3-yl)-1H-pyrazol-4-yl]phenyl}acetamide